ClC=1C=C2C[C@]3(C(=NN(CO3)C(=O)N(C3=CC=C(C=C3)SC(F)(F)F)C(=O)OC)C2=CC1)C(=O)OC methyl (4aS)-7-chloro-2,5-dihydro-2-[[(methoxycarbonyl)[4-[(trifluoromethyl)thio]phenyl]amino]carbonyl]indeno[1,2-e][1,3,4]oxadiazine-4a(3H)carboxylate